6-chloro-3-(1H-pyrazol-4-yl)-2-(3-(trifluoromethyl)-1H-1,2,4-triazol-5-yl)-1H-pyrrolo[3,2-b]-pyridin-5-ol ClC=1C=C2C(=NC1O)C(=C(N2)C2=NC(=NN2)C(F)(F)F)C=2C=NNC2